tert-butyl (3-amino-4-(N-(tert-butoxycarbonyl)sulfamoyl)phenyl)((6-cyclopropylimidazo[1,2-a]pyridin-2-yl)methyl)carbamate NC=1C=C(C=CC1S(NC(=O)OC(C)(C)C)(=O)=O)N(C(OC(C)(C)C)=O)CC=1N=C2N(C=C(C=C2)C2CC2)C1